C1(=CC=CC=C1)/C=C/CC(=O)O (E)-4-phenylbut-3-enoic acid